Acryl-methionine C(=O)(C=C)N[C@@H](CCSC)C(=O)O